FC1C(CC1)C(=O)O 2-fluorocyclobutane-1-carboxylic acid